CC=1C(=NC=C(C1)NC(C(N1C(C2CCC(C1)C2)C2=CC=CC=C2)=O)=O)NC(OC(C)(C)C)=O tert-butyl (3-methyl-5-(2-oxo-2-(2-phenyl-3-azabicyclo[3.2.1]octan-3-yl)acetamido)pyridin-2-yl)carbamate